N-(9-((2R,4S,5R)-5-ethynyl-4-hydroxy-5-(hydroxymethyl)tetrahydrofuran-2-yl)-2-fluoro-9H-purin-6-yl)butanamide C(#C)[C@]1([C@H](C[C@@H](O1)N1C2=NC(=NC(=C2N=C1)NC(CCC)=O)F)O)CO